BrCC1=CC=C(C=C1)C1CC1 1-(bromomethyl)-4-cyclopropylbenzene